(2R)-2-[(3S)-1-{2-ethyl-6-[5-(hydroxymethyl)-1-methyl-1H-1,2,3-triazol-4-yl]pyridin-3-yl}pyrrolidin-3-yl]propionic acid methyl ester COC([C@H](C)[C@H]1CN(CC1)C=1C(=NC(=CC1)C=1N=NN(C1CO)C)CC)=O